C1(CC1)N(CC[C@@H](C(=O)O)NC(=O)C1(CC1)C1=CC=CC=C1)CCCCC1=NC=2NCCCC2C=C1 (S)-4-(cyclopropyl(4-(5,6,7,8-tetrahydro-1,8-naphthyridin-2-yl)butyl)amino)-2-(1-phenylcyclopropane-1-carboxamido)butanoic acid